[Na+].S(=O)(=O)([O-])[O-].C(CCCCCCC\C=C/CCCCCCCC)(=O)OCCCC.[Na+] n-butyl oleate sulfate sodium salt